N-[(1S)-1-[[2-chloro-5-(1-isopropyl-6-oxo-3-pyridyl)phenyl]methyl]-2-[4-(2,4-dimethylpyrazol-3-yl)anilino]-2-oxo-ethyl]cyclobutanecarboxamide ClC1=C(C=C(C=C1)C1=CN(C(C=C1)=O)C(C)C)C[C@@H](C(=O)NC1=CC=C(C=C1)C=1N(N=CC1C)C)NC(=O)C1CCC1